(S)-4-(4-acryloyl-2-methylpiperazin-1-yl)-6-chloro-7-(2-fluorophenyl)-1-(4-isopropylthiazol-5-yl)quinazolin-2(1H)-one C(C=C)(=O)N1C[C@@H](N(CC1)C1=NC(N(C2=CC(=C(C=C12)Cl)C1=C(C=CC=C1)F)C1=C(N=CS1)C(C)C)=O)C